Ethyl 2-(isobutyl(2-methyl-5-(6-(2-(4-methylpiperazin-1-yl)ethoxy)pyridin-3-yl)phenyl)amino)thiazole-4-carboxylate C(C(C)C)N(C=1SC=C(N1)C(=O)OCC)C1=C(C=CC(=C1)C=1C=NC(=CC1)OCCN1CCN(CC1)C)C